1-(4-chloro-3-(trifluoromethyl)phenyl)-3-(2-(1-methyl-1H-imidazo[1,2-b]pyrazole-7-carbonyl)-2-azaspiro[3.3]heptan-6-yl)urea ClC1=C(C=C(C=C1)NC(=O)NC1CC2(CN(C2)C(=O)C2=C3N(N=C2)C=CN3C)C1)C(F)(F)F